Tert-Butyl 3-{[2-(benzyloxy)-2-oxoethyl][(tert-butoxy) carbonyl]amino}azetidine-1-carboxylate C(C1=CC=CC=C1)OC(CN(C1CN(C1)C(=O)OC(C)(C)C)C(=O)OC(C)(C)C)=O